5,5-dimethyl-3-((3-(4-(2-((tetrahydrofuran-3-yl)thio)phenoxy)-3-(trifluoromethyl)phenyl)-1,2,4-oxadiazol-5-yl)methyl)imidazolidine-2,4-dione CC1(C(N(C(N1)=O)CC1=NC(=NO1)C1=CC(=C(C=C1)OC1=C(C=CC=C1)SC1COCC1)C(F)(F)F)=O)C